C(C=C)(=O)N1C[C@@H](N(C[C@H]1C)C=1C2=C(N(C(N1)=O)C1=C(C=CC=C1S(=O)(=O)C(C)C)CC)N=C(C(=C2)F)C2=C(C=CC=C2O)F)C ((2S,5R)-4-acryloyl-2,5-dimethylpiperazin-1-yl)-1-(2-ethyl-6-(isopropylsulfonyl)phenyl)-6-fluoro-7-(2-fluoro-6-hydroxyphenyl)pyrido[2,3-d]pyrimidin-2(1H)-one